tert-butyl (R)-(1-(4-(1-methyl-4-(trifluoromethyl)-1H-imidazol-2-yl)phenyl)ethyl)carbamate CN1C(=NC(=C1)C(F)(F)F)C1=CC=C(C=C1)[C@@H](C)NC(OC(C)(C)C)=O